4-(2-hydroxypropan-2-yl)-2-methoxybenzoic acid OC(C)(C)C1=CC(=C(C(=O)O)C=C1)OC